C([2H])([2H])([2H])N[C@@]1(C(CCCC1)=O)C1=CC=CC=C1 (R)-2-((methyl-d3)amino)-2-phenylcyclohexan-1-one